BrC=1C=NC(=NC1)N1N=CN=C1C(C)Br 5-bromo-2-[5-(1-bromoethyl)-1,2,4-triazol-1-yl]pyrimidine